(S)-N-((S)-1-cyano-2-((S)-2-oxopyrrolidin-3-yl)ethyl)-2-(5-methoxy-1-oxo-7-(trifluoromethyl)isoquinolin-2(1H)-yl)-4-methylpentanamide C(#N)[C@H](C[C@H]1C(NCC1)=O)NC([C@H](CC(C)C)N1C(C2=CC(=CC(=C2C=C1)OC)C(F)(F)F)=O)=O